NC1=NC(=C(C=C1C=1C=C2CCNC(C2=CC1)=O)C1=CC(=C2CCNCC2=C1)C)F 6-(2-amino-6-fluoro-5-(5-methyl-1,2,3,4-tetrahydroisoquinolin-7-yl)pyridin-3-yl)-3,4-dihydroisoquinolin-1(2H)-one